2-(4-(4-(aminomethyl)-8-(azetidin-1-yl)-1-oxo-1,2-dihydrophthalazin-6-yl)-1-methyl-1H-pyrazol-5-yl)-4-chloro-6-cyclopropoxy-3-fluorobenzonitrile NCC1=NNC(C2=C(C=C(C=C12)C=1C=NN(C1C1=C(C#N)C(=CC(=C1F)Cl)OC1CC1)C)N1CCC1)=O